[(4S)-1-[1-bicyclo[1.1.1]pentanyl-[3-[[(1R,2R)-2-hydroxyindan-1-yl]carbamoyl]phenyl]methyl]-4-isopropyl-4-methyl-6-oxo-hexahydropyrimidin-2-ylidene]ammonium C12(CC(C1)C2)C(N2C(N[C@](CC2=O)(C)C(C)C)=[NH2+])C2=CC(=CC=C2)C(N[C@H]2[C@@H](CC1=CC=CC=C21)O)=O